C(C)(=O)N1CC2CCCC(C2C1)NC(=O)[C@H]1N(C[C@@H](C1)O)C([C@H](C(C)(C)C)N1N=NC(=C1)C1CC1)=O (2S,4R)-N-(2-acetyl-1,3,3a,4,5,6,7,7a-octahydroisoindol-4-yl)-1-[(2S)-2-(4-cyclopropyltriazol-1-yl)-3,3-dimethyl-butanoyl]-4-hydroxy-pyrrolidine-2-carboxamide